C(=O)O.CN(CCN([C@@]1(CN(CCC1)C1=CC(=C(C=C1)S(=O)(=O)NC1=NC=NC=C1)F)CCC1=CC(=CC=C1)C(F)(F)F)C)C (S)-4-(3-((2-(Dimethylamino)ethyl)(methyl)amino)-3-(3-(trifluoromethyl)-phenethyl)piperidin-1-yl)-2-fluoro-N-(pyrimidin-4-yl)benzenesulfonamide formate